(3R)-3-{[2-(4-methoxyphenyl)-9-(trifluoromethyl)[1,2,4]triazolo[1,5-c]quinazolin-5-yl]amino}azepin-2-one diethyl-(2S,3S)-2,3-dihydroxysuccinate C(C)OC([C@H]([C@@H](C(=O)OCC)O)O)=O.COC1=CC=C(C=C1)C1=NN2C(=NC=3C=CC(=CC3C2=N1)C(F)(F)F)NC=1C(N=CC=CC1)=O